methyl (1S,2S,5R)-3-((6-(4-fluorophenoxy)pyridin-3-yl)sulfonyl)-8-(morpholine-4-carbonyl)-3,8-diazabicyclo[3.2.1]octane-2-carboxylate FC1=CC=C(OC2=CC=C(C=N2)S(=O)(=O)N2[C@@H]([C@@H]3CC[C@H](C2)N3C(=O)N3CCOCC3)C(=O)OC)C=C1